C(CC)NC(=O)NC1=CC=CC=C1 N-propyl-N'-phenylurea